methyl (trans)-4-(4-(4-amino-3-methoxyphenyl)piperazin-1-yl)adamantan-1-carboxylate NC1=C(C=C(C=C1)N1CCN(CC1)C1C2CC3(CC(CC1C3)C2)C(=O)OC)OC